rac-3-fluoro-2-hydroxy-5-(2-(4-methoxyphenyl)thiomorpholine-4-carbonyl)benzaldehyde FC=1C(=C(C=O)C=C(C1)C(=O)N1C[C@H](SCC1)C1=CC=C(C=C1)OC)O |r|